2-(2-hydroxypropan-2-yl)pyrimidine OC(C)(C)C1=NC=CC=N1